(2'-(1-((5-methylthiazol-2-yl)amino)-1-oxopropan-2-yl)-[3,4'-bipyridin]-6-yl)acrylamide CC1=CN=C(S1)NC(C(C)C1=NC=CC(=C1)C=1C=NC(=CC1)C(C(=O)N)=C)=O